sodium (S)-3-(3'-chlorobiphenyl-3-yl)-3-(3-(1,5-dimethyl-4-oxido-2-oxo-1,2-dihydropyridin-3-yl) ureido)propanoate ClC=1C=C(C=CC1)C1=CC(=CC=C1)[C@H](CC(=O)[O-])NC(=O)NC=1C(N(C=C(C1[O-])C)C)=O.[Na+].[Na+]